CC1=CC=C(C=C1)S(=O)(=O)O.NC1=CC=C(C(=N1)C#N)N(C)C 6-Amino-3-(dimethylamino)pyridinecarbonitrile p-toluenesulfonate